2-(3,4-dimethoxyphenyl)-3-isopropyl-5-(6-(4-isopropylpiperazin-1-yl)-4-methylpyridin-3-yl)-1H-indole COC=1C=C(C=CC1OC)C=1NC2=CC=C(C=C2C1C(C)C)C=1C=NC(=CC1C)N1CCN(CC1)C(C)C